1-[2-(3-ethylphenoxy)pyrimidin-5-yl]-5,6-dihydropyrimidine-2,4(1H,3H)-dione C(C)C=1C=C(OC2=NC=C(C=N2)N2C(NC(CC2)=O)=O)C=CC1